FC1=CC=C(CN2N=C(C=CC2=O)C=2C=NC(=NC2)OCC(F)(F)F)C=C1 2-(4-fluorobenzyl)-6-(2-(2,2,2-trifluoroethoxy)pyrimidin-5-yl)pyridazin-3(2H)-one